3,3-Dimethyl-9,10-diphenyl-10-propyl-2,3,4a,10-tetrahydro-1H-indeno[1,2-c]pyrazolo[1,2-a]pyrazol-1-one CC1(CC(N2N1C1C(C2(CCC)C2=CC=CC=C2)=C(C=2C=CC=CC21)C2=CC=CC=C2)=O)C